C(C1=CC=CC=C1)OC1=CC(=C(C=C1)I)\C=C/C1=CC(=CC(=C1)OC)OCC1=CC=CC=C1 (Z)-4-(benzyloxy)-2-(3-(benzyloxy)-5-methoxystyryl)-1-iodobenzene